NCCCN1CCCC1 N-(3-aminopropyl)pyrrolidine